CC1(CC1)C1=NN(C2=CC=C(C=C12)N)C1OCCCC1 3-(1-methylcyclopropyl)-1-(tetrahydro-2H-pyran-2-yl)-1H-indazol-5-amine